C12C(C3CC(CC(C1)C3)C2)C=C(C(=O)O)C 2-adamantyl-methacrylic acid